4-((trans-4-aminocyclohexyl)oxy)-2-chlorobenzonitrile hydrochloride Cl.N[C@@H]1CC[C@H](CC1)OC1=CC(=C(C#N)C=C1)Cl